FC1=CC=C(C=C1)N1N=CC2=C1C=C1CCN(C[C@]1(C2)C(=O)C2=NC=CC=C2)S(=O)(=O)C2=CC=C(C=C2)C(F)(F)F (R)-(1-(4-fluorophenyl)-6-((4-(trifluoromethyl)phenyl)sulfonyl)-4,4a,5,6,7,8-hexahydro-1H-pyrazolo[3,4-g]isoquinolin-4a-yl)(pyridin-2-yl)methanone